C(C)(=O)C1=C(C=C(C=C1)Cl)C1=CC(N(C=C1OC)[C@@H](C(=O)NC1=CC=C(C(=O)O)C=C1)CC1=NN(C=C1)C)=O (R)-4-(2-(4-(2-acetyl-5-chlorophenyl)-5-methoxy-2-oxopyridin-1(2H)-yl)-3-(1-methyl-1H-pyrazol-3-yl)propionylamino)benzoic acid